2-((tert-Butoxycarbonyl) amino)-4-methyleneglutarate C(C)(C)(C)OC(=O)NC(C(=O)[O-])CC(C(=O)[O-])=C